ClC1=C(C=C(C=C1)N1N=C(N=C1CNC(=O)NCC1=NC=NN1C=1C=NC(=CC1)CC)C)F 1-{[1-(4-chloro-3-fluorophenyl)-3-methyl-1H-1,2,4-triazol-5-yl]methyl}-3-{[1-(6-ethylpyridin-3-yl)-1H-1,2,4-triazol-5-yl]methyl}urea